4-({3-methoxy-4-[5-(methoxymethyl)-1,2,4-oxadiazol-3-yl]pyridin-2-yl}amino)-N-(2H3)methyl-6-propionylaminopyridine-3-carboxamide COC=1C(=NC=CC1C1=NOC(=N1)COC)NC1=C(C=NC(=C1)NC(CC)=O)C(=O)NC([2H])([2H])[2H]